Ethyl 2-{[2-(2-bromo-3-chloro-6-fluoro-phenyl)-acetyl]-methyl-hydrazono}-propionate BrC1=C(C(=CC=C1Cl)F)CC(=O)N(N=C(C(=O)OCC)C)C